N,N-Diethyl-3-methylbenzamide C(C)N(C(C1=CC(=CC=C1)C)=O)CC